ClC1=CC=C(C=C1)N1C(=NC=C1C1=CC=CC=C1)C(=O)C1=CC=CC=C1 [1-(4-chlorophenyl)-5-phenylimidazol-2-yl]phenyl-methanone